ClC1=CC=C(C=C1)C(C(=O)N[C@@H](C(C)C)C(=O)N[C@H](CCC(=O)OCC)C(=O)OCC)(C)C1=CC=C(C=C1)Cl Diethyl (2,2-bis(4-chlorophenyl)propanoyl)-L-valyl-D-glutamate